C(C)(C)(C)[C@@H]1N=C(OC1)CC=1OC[C@@H](N1)C(C)(C)C bis((S)-4-tert-butyl-4,5-dihydro-oxazol-2-yl)methane